CN[C@@H](CC1=CC=CC=C1)C(=O)O L-Nα-methylphenylalanine